C(#N)[C@H]1N(CCC1)N(C(CNC(=O)C=1C=NC=2N(C1)N=C(C2)C)(C)C)CC=O (S)-2-methylpyrazolo[1,5-a]pyrimidine-6-carboxylic acid {2-[(2-cyanopyrrolidin-1-yl)-2-oxoethylamino]-2-methylpropyl}amide